FC=1C(=C(C=CC1)[Mg]Br)C (3-fluoro-2-methylphenyl)magnesium bromide